(2-bromo-6-methylphenyl)-2-chloro-4-(1-methylhydrazineyl)pyrimidine-5-carboxamide BrC1=C(C(=CC=C1)C)C1=C(C(=NC(=N1)Cl)N(N)C)C(=O)N